rel-N-(5-((2R,4R)-4-((4-cyclopropylpyridin-3-yl)oxy)tetra-hydrofuran-2-yl)-1H-pyrazol-3-yl)-3-(methoxy-methyl)-1-methyl-1H-pyrazole-5-carboxamide C1(CC1)C1=C(C=NC=C1)O[C@@H]1C[C@@H](OC1)C1=CC(=NN1)NC(=O)C1=CC(=NN1C)COC |o1:10,12|